10-((3-fluoro-4-phenoxyphenyl)amino)-2,3-dihydro-4H-[1,4]oxazino[2,3-f]quinazolin FC=1C=C(C=CC1OC1=CC=CC=C1)NC1=NC=NC2=CC=C3C(=C12)OCCN3